(3S)-N-[3-[2-(1,5-dimethylpyrazol-3-yl)-6-(morpholin-4-yl)pyridin-4-yl]-4-methylphenyl]-3-(2,2,2-trifluoroethyl)pyrrolidine-1-carboxamide CN1N=C(C=C1C)C1=NC(=CC(=C1)C=1C=C(C=CC1C)NC(=O)N1C[C@@H](CC1)CC(F)(F)F)N1CCOCC1